CC(C)C(CC(CC)=O)=O 2-methylheptane-3,5-dione